CC1(C(C2=CC=C(C=C2C1)C=1C=CC=C2C=CC=NC12)NC(O[C@@H]1CN2CCC1CC2)=O)C (S)-quinuclidin-3-yl (2,2-dimethyl-5-(quinolin-8-yl)-2,3-dihydro-1H-inden-1-yl)carbamate